trans-1,2-dimethylcyclohexane-1,2-diamine C[C@@]1([C@@](CCCC1)(N)C)N